3-((3aS,4R,6aR)-6-(((2-(bis(4-methoxybenzyl)amino)-3-chloro-5-fluoroquinolin-7-yl)oxy)methyl)-2,2-dimethyl-3a,6a-dihydro-4H-cyclopenta[d][1,3]dioxol-4-yl)-6-methylpyrimidin-4(3H)-one COC1=CC=C(CN(C2=NC3=CC(=CC(=C3C=C2Cl)F)OCC2=C[C@H]([C@H]3[C@@H]2OC(O3)(C)C)N3C=NC(=CC3=O)C)CC3=CC=C(C=C3)OC)C=C1